CC1=NC(=CC=C1NC1CC2(CC(C2)NC(OC(C)(C)C)=O)C1)N1CCSCC1 tert-butyl (6-((2-methyl-6-thiomorpholinopyridin-3-yl)amino)spiro[3.3]heptan-2-yl)carbamate